CC=1SC2=C(C1C(=O)NC1(CCOCC1)C(=O)N)C=C(C=C2)OCC2=C(N=CS2)C 4-{2-methyl-5-[(4-methyl-1,3-thiazol-5-yl)methoxy]-1-benzothiophene-3-amido}oxane-4-carboxamide